ClC1=CC=C(C=C1)[C@H]1CC[C@H]2N(CCN(C2)C(=O)C=2C(=C3C(=NC2)NC=C3)Cl)C1 [(7R,9aR)-7-(4-chlorophenyl)-1,3,4,6,7,8,9,9a-octahydropyrido[1,2-a]pyrazin-2-yl]-(4-chloro-1H-pyrrolo[2,3-b]pyridin-5-yl)methanone